C(C1=CC=CC=C1)N1N=C(C2=C1NC(NC2=O)=O)CC 1-benzyl-3-ethyl-5H,7H-pyrazolo[3,4-d]pyrimidine-4,6-dione